CC1=NC(=CC=C1O[C@@H]1C[C@H](CCC1)C(=O)OC(C)C)C1=C(C(=NO1)C)COC1OCCCC1 Isopropyl (1S,3S)-3-((2-methyl-6-(3-methyl-4-(((tetrahydro-2H-pyran-2-yl) Oxy)methyl) Isoxazol-5-yl)pyridin-3-yl)oxy)cyclohexane-1-carboxylate